2-Formyl-N-[4-(1,1,1,3,3,3-hexafluoro-2-hydroxypropan-2-yl)phenyl]-5-{[(1-hydroxycyclopropyl)methyl]sulfonyl}-2,3-dihydro-1H-isoindol-1-carboxamid C(=O)N1C(C2=CC=C(C=C2C1)S(=O)(=O)CC1(CC1)O)C(=O)NC1=CC=C(C=C1)C(C(F)(F)F)(C(F)(F)F)O